The molecule is a tetrahydroxyflavone that is 7-hydroxyflavonol bearing two additional hydroxy substituents at positions 2' and 5. It is a tetrahydroxyflavone and a 7-hydroxyflavonol. C1=CC=C(C(=C1)C2=C(C(=O)C3=C(C=C(C=C3O2)O)O)O)O